Mononitrotoluene CC1=CC=CC=C1[N+](=O)[O-]